ClC=1C=CC=C2C=CC=C(C12)N1CC=2N=C(N=C(C2CC1)N([C@H]1CN[C@@H](C1)C)C)OC[C@H]1N(CCC1)C 7-(8-chloro-1-naphthyl)-N-methyl-N-[(3R,5R)-5-methylpyrrolidin-3-yl]-2-[[(2S)-1-methylpyrrolidin-2-yl]methoxy]-6,8-dihydro-5H-pyrido[3,4-d]pyrimidin-4-amine